FC=1C=C(C#N)C=CC1Br 3-fluoro-4-Bromobenzonitrile